(R)-2-(6-(4-(2-(oxetan-3-yloxy)phenyl)piperidin-1-yl)-2-azaspiro[3.4]octan-2-yl)-1,3,4-oxadiazole O1CC(C1)OC1=C(C=CC=C1)C1CCN(CC1)[C@H]1CC2(CN(C2)C=2OC=NN2)CC1